8-bromo-6-fluoro-3,4-dihydronaphthalen-1(2H)-one O-methyl oxime CON=C1CCCC2=CC(=CC(=C12)Br)F